3,4-dihydroxybenzyl-amine OC=1C=C(CN)C=CC1O